tert-butyl (2-chloro-4-methyl-5-(2H-tetrazol-5-yl)phenyl)carbamate ClC1=C(C=C(C(=C1)C)C=1N=NNN1)NC(OC(C)(C)C)=O